5-(4,6-dihydropyrrolo[3,4-c]pyrazol-5(1H)-yl)tetrahydro-2H-pyran-3-amine N1N=CC2=C1CN(C2)C2CC(COC2)N